L-asparagine-15N2 monohydrate O.[15NH2][C@@H](CC([15NH2])=O)C(=O)O